Racemic-6-(3-(2-(1-methyl-3,4-dihydroisoquinolin-2(1H)-yl)acetyl)-3,8-diazabicyclo[3.2.1]octan-8-yl)nicotinonitrile CC1N(CCC2=CC=CC=C12)CC(=O)N1CC2CCC(C1)N2C2=NC=C(C#N)C=C2